O1C=COC=2C1=C1C(N=CC1=CC2)=O [1,4]dioxino[3,2-e]isoindol-9-one